1-(3-fluoro-4-methylbenzyl)-5-hydroxy-N,7-dimethyl-2-oxo-2,3-dihydro-1H-benzo[b]azepine-4-carboxamide FC=1C=C(CN2C3=C(C(=C(CC2=O)C(=O)NC)O)C=C(C=C3)C)C=CC1C